C1(CC1)N1C(CN(CC1)C1CCN(CC1)C1=C(C=C(C(=C1)OC)NC1=NC=NC(=C1)N1OCC[C@@H]1C1=CC(=CC=C1)OC1=CC=CC=C1)NC(C=C)=O)(C)C (R)-N-(2-(4-(4-cyclopropyl-3,3-dimethylpiperazin-1-yl)piperidin-1-yl)-4-methoxy-5-((6-(3-(3-phenoxyphenyl)isoxazolidin-2-yl)pyrimidin-4-yl)amino)-phenyl)acrylamide